2-(1-(2-chlorophenyl)ethyl)-N4-methyl-6-(3-methylpiperazin-1-yl)-1,3,5-triazine-2,4-diamine ClC1=C(C=CC=C1)C(C)C1(NC(=NC(=N1)NC)N1CC(NCC1)C)N